C(C)N1N=C(C=C1C(=O)NC1=NC2=C(N1)C(=CC(=C2)C(=O)O)OC)C 2-(1-ethyl-3-methyl-1H-pyrazole-5-carboxamido)-7-methoxy-1H-benzo[d]imidazole-5-carboxylic acid